3-[3-(difluoromethoxy)-5-fluoropyridin-2-yl]-3-methoxy-5,5-dimethyl-6-oxocyclohex-1-ene-1-carbonitrile FC(OC=1C(=NC=C(C1)F)C1(C=C(C(C(C1)(C)C)=O)C#N)OC)F